5-chloro-N-(1-(2-hydrazino-2-oxoacetyl)piperidin-4-yl)benzofuran-2-carboxamide tert-butyl-(1-(2-(4-chlorophenyl)-2-oxoethyl)piperidin-4-yl)carbamate C(C)(C)(C)N(C(O)=O)C1CCN(CC1)CC(=O)C1=CC=C(C=C1)Cl.ClC=1C=CC2=C(C=C(O2)C(=O)NC2CCN(CC2)C(C(=O)NN)=O)C1